tert-butyl N-{2-[(2-carbamoylethyl)amino] ethyl}carbamate C(N)(=O)CCNCCNC(OC(C)(C)C)=O